C(#N)C1=C(C=C(C=C1)N1C(C(CC1)NC(OC(C)(C)C)=O)=O)C(F)(F)F tert-butyl (1-(4-cyano-3-(trifluoromethyl)phenyl)-2-oxopyrrolidin-3-yl)carbamate